(3-ethyl-6-methoxybenzo[d]isoxazol-5-yl)ethanesulfonamide C(C)C1=NOC2=C1C=C(C(=C2)OC)C(C)S(=O)(=O)N